N[C@H](CO)CN1N=C(N=N1)C1=CC(=CC=C1)[C@@H]1COC=2C(=NC=CC2)O1 (S)-2-Amino-3-(5-(3-((R)-2,3-dihydro-[1,4]-dioxino[2,3-b]pyridin-3-yl)phenyl)-2H-tetrazol-2-yl)propan-1-ol